4-((2R,3S,4R,5S)-3-(3,4-difluoro-2-hydroxyphenyl)-4,5-dimethyl-5-(trifluoromethyl)tetrahydrofuran-2-carboxamido)picolinamide FC=1C(=C(C=CC1F)[C@H]1[C@@H](O[C@@]([C@@H]1C)(C(F)(F)F)C)C(=O)NC1=CC(=NC=C1)C(=O)N)O